NC[C@H](C1=CSC=C1)NS(=O)C(C)(C)C N-[(1S)-2-amino-1-(3-thienyl)ethyl]-2-methyl-propane-2-sulfinamide